2-(4-bromophenyl)-N,N-dimethylethylamine BrC1=CC=C(C=C1)CCN(C)C